2-chloro-5-(trifluoromethyl)nicotinamide isophthalate C(C1=CC(C(=O)O)=CC=C1)(=O)O.ClC1=C(C(=O)N)C=C(C=N1)C(F)(F)F